tert-butyl 6-fluoro-4-carbonyl-3,4-dihydro-quinoline-1-carboxylate FC=1C=C2C(CCN(C2=CC1)C(=O)OC(C)(C)C)=C=O